N-[(5-Methylpyrazin-2-yl)methyl]-3-[(2-methylpyridin-4-yl)oxy]-5-(5-methyl-1,3-thiazol-2-yl)benzamide CC=1N=CC(=NC1)CNC(C1=CC(=CC(=C1)C=1SC(=CN1)C)OC1=CC(=NC=C1)C)=O